3-(4-phenoxyphenyl)-1-(3-piperidyl)pyrazolo[3,4-d]pyrimidin-4-amine O(C1=CC=CC=C1)C1=CC=C(C=C1)C1=NN(C2=NC=NC(=C21)N)C2CNCCC2